(R)-2,6-diamino-N-(3',5-diallyl-2,4'-dihydroxy-[1,1'-biphenyl]-3-yl)hexanamide, dihydrochloride Cl.Cl.N[C@@H](C(=O)NC=1C(=C(C=C(C1)CC=C)C1=CC(=C(C=C1)O)CC=C)O)CCCCN